methyl 2-(3-(4,4-difluoro-2-(trifluoromethyl) phenyl) piperidin-1-carbonyl)-1,4,5,7-tetrahydro-6H-pyrazolo[3,4-c]pyridine-6-carboxylate FC1(CC(=C(C=C1)C1CN(CCC1)C(=O)N1NC=2CN(CCC2C1)C(=O)OC)C(F)(F)F)F